8-((4-bromo-2-fluorophenyl)amino)-2-(2-(tert-butoxy)ethoxy)-5,7-dimethyl-3,4-dihydro-2,7-naphthyridine-1,6(2H,7H)-dione BrC1=CC(=C(C=C1)NC=1N(C(C(=C2CCN(C(C12)=O)OCCOC(C)(C)C)C)=O)C)F